5-hydroxy-N-methyl-6-oxo-1,6-dihydropyridine-2-carboxamide OC1=CC=C(NC1=O)C(=O)NC